tert-butyl 4-(4-(4-(5-bromo-1-methyl-1H-imidazole-2-carboxamido)-2-chlorobenzoyl)piperazine-1-carbonyl)piperidine-1-carboxylate BrC1=CN=C(N1C)C(=O)NC1=CC(=C(C(=O)N2CCN(CC2)C(=O)C2CCN(CC2)C(=O)OC(C)(C)C)C=C1)Cl